[(6,6'-bis(naphthalen-1-yl)[1,1'-binaphthalene]-2,2'-diyl)bis{oxy[2-(naphthalen-1-yl)-4,1-phenylene]}]dimethanol C1(=CC=CC2=CC=CC=C12)C=1C=C2C=CC(=C(C2=CC1)C1=C(C=CC2=CC(=CC=C12)C1=CC=CC2=CC=CC=C12)OC1=CC(=C(C=C1)CO)C1=CC=CC2=CC=CC=C12)OC1=CC(=C(C=C1)CO)C1=CC=CC2=CC=CC=C12